tert-butyl-5-isopentyloxy-2-(4,4,5,5-tetramethyl-1,3,2-dioxaborolan-2-yl)benzenesulfonamide C(C)(C)(C)C=1C(=C(C=C(C1)OCCC(C)C)S(=O)(=O)N)B1OC(C(O1)(C)C)(C)C